2-bromo-3,4-dimethoxybenzyl alcohol BrC1=C(CO)C=CC(=C1OC)OC